C(C)(C)(C)OC(=O)N1CC(CCC1)C=1SC(=NN1)C1=CC(=NC=C1)C(F)(F)F.ClC=1C(=O)N(C(C1Cl)=O)CCC1=CC=CC=C1 2,3-dichloro-N-(2-phenylethyl)maleimide tert-butyl-3-(5-(2-(trifluoromethyl)pyridin-4-yl)-1,3,4-thiadiazol-2-yl)piperidine-1-carboxylate